6-bromo-5-methylpyridazine-3-carbaldehyde BrC1=C(C=C(N=N1)C=O)C